C(CCC)C1N(S(C2=C(N(C1)C1=CC=C(C=C1)F)C=C(C(=C2)O\C=C(\C(=O)O)/F)SC)(=O)=O)C (Z)-3-((3-butyl-5-(4-fluorophenyl)-2-methyl-7-(methylthio)-1,1-dioxido-2,3,4,5-tetrahydro-1,2,5-benzothiadiazepin-8-yl)oxy)-2-fluoroacrylic acid